C1=C(C=CC2=CC=CC=C12)C(=O)NC1=C(C(=O)N[C@@H](CC2=CNC3=CC=CC=C23)C(=O)N2CCN(CC2)C(=O)OC(C)(C)C)C=C(C=C1)Br tert-butyl 4-((2-(2-naphthamido)-5-bromobenzoyl)-L-tryptophyl)piperazine-1-carboxylate